C(C(=C)C)(=O)OCCC[Si](OC)(OC)C gamma-methacryloxypropyl-methyldimethoxysilane